5-benzyl-N-(4-(5-(3-(1-hydroxycyclohexyl)propoxy)-2-methylphenyl)pyridin-2-yl)-4H-1,2,4-triazole-3-carboxamide C(C1=CC=CC=C1)C=1NC(=NN1)C(=O)NC1=NC=CC(=C1)C1=C(C=CC(=C1)OCCCC1(CCCCC1)O)C